N-(5-(4-((7-(3-(1H-pyrazol-1-yl)propanamido)-4-oxoquinazolin-3(4H)-yl)methyl)-4-hydroxypiperidin-1-yl)-4-benzyl-5-oxopentyl)-4-chloroquinoline-7-carboxamide N1(N=CC=C1)CCC(=O)NC1=CC=C2C(N(C=NC2=C1)CC1(CCN(CC1)C(C(CCCNC(=O)C1=CC=C2C(=CC=NC2=C1)Cl)CC1=CC=CC=C1)=O)O)=O